COC(=O)N1C[C@@H](OCC1)CC1=C(N=C2N1C=CC(=C2)C)C2=C(C=C(C=C2F)C=2N(C(=CC2)C#N)C(=O)OC(C)(C)C)F (S)-2-((2-(4-(1-(tert-butoxycarbonyl)-5-cyano-pyrrol-2-yl)-2,6-difluorophenyl)-7-methylimidazo[1,2-a]pyridin-3-yl)-methyl)morpholine-4-carboxylic acid methyl ester